NC=1CC(=CC2=C(N1)C=C(S2)C(=O)O)C(N(CCC)CCC)=O 5-amino-7-(dipropylcarbamoyl)-6H-thieno[3,2-b]azepin-2-carboxylic acid